FC1=C(C=CC=C1)NC=1SC=C(N1)C=1SC=CN1 N-(2-fluorophenyl)-[2,4'-bithiazole]-2'-amine